methyl 2-(2-(tert-butoxycarbonyl)-2-azaspiro[3.3]heptan-6-yl)-3-ethyl-5-fluoro-1,2,3,4-tetrahydroisoquinoline-7-carboxylate C(C)(C)(C)OC(=O)N1CC2(C1)CC(C2)N2CC1=CC(=CC(=C1CC2CC)F)C(=O)OC